CC1=CC(=NC=C1OC1=CC(=C2C(=N1)N(C=N2)C)NC2=CC=C(C=C2)S(=O)(=O)C)C#N 4-methyl-5-[3-methyl-7-(4-methylsulfonylanilino)imidazo[4,5-b]pyridin-5-yl]oxy-pyridine-2-carbonitrile